6-pyrimidin-4-ylamino-3-thiazol-5-ylmethyl-1-(4-trifluoromethylbenzyl)pyrimidine-2,4(1H,3H)-dione N1=CN=C(C=C1)NC1=CC(N(C(N1CC1=CC=C(C=C1)C(F)(F)F)=O)CC1=CN=CS1)=O